N-(4-(1-(4-bromophenyl)cyclopentyl)thiazol-2-yl)-2,6-difluoro-4-(4-methylpiperazin-1-yl)benzamide BrC1=CC=C(C=C1)C1(CCCC1)C=1N=C(SC1)NC(C1=C(C=C(C=C1F)N1CCN(CC1)C)F)=O